2-(6-methylpyrazin-2-yl)-1-ethanol CC1=CN=CC(=N1)CCO